(2S,2R)-N-(3-hydroxy-2-{[4-(trifluoromethyl)phenyl]methyl}propyl)-2-[(4-methoxyphenyl)methyl]morpholine-4-carboxamide OC[C@@H](CNC(=O)N1C[C@@H](OCC1)CC1=CC=C(C=C1)OC)CC1=CC=C(C=C1)C(F)(F)F